FC=1C(=CC(=NC1)NC([C@H](C1CCC(CC1)C)NC(=O)C1=NON=C1C)=O)CN1C(N[C@@H](C1)C(F)(F)F)=O N-((S)-2-((5-Fluoro-4-(((S)-2-oxo-4-(trifluoromethyl)imidazolidin-1-yl)methyl)pyridin-2-yl)amino)-1-((1r,4S)-4-methylcyclohexyl)-2-oxoethyl)-4-methyl-1,2,5-oxadiazole-3-carboxamide